Methyl 7-hydroxy-8-(naphthalen-1-ylmethyl)-6-oxo-2-propyl-9-(3-(trifluoromethyl)phenyl)-3,4-dihydro-2H,6H-pyrido[1,2-e][1,2,5]thiadiazine-4-carboxylate 1,1-dioxide OC1=C(C(=C2N(C(CN(S2(=O)=O)CCC)C(=O)OC)C1=O)C1=CC(=CC=C1)C(F)(F)F)CC1=CC=CC2=CC=CC=C12